ethyl-N-(4-(4-aminobutyl)cyclohexyl)-4-(t-butyl)aniline C(C)N(C1=CC=C(C=C1)C(C)(C)C)C1CCC(CC1)CCCCN